[1,3-bis-(2,4,6-trimethylphenyl)-2-imidazolidinylidene]dichloro(phenylindenylidene)(tri-n-butylphosphine) ruthenium (II) [Ru+2].CC1=C(C(=CC(=C1)C)C)N1C(N(CC1)C1=C(C=C(C=C1C)C)C)=C(C(P(CCCC)CCCC)Cl)CC(=C1C(=CC2=CC=CC=C12)C1=CC=CC=C1)Cl